4'-(((1R,2S,5R)-2-isopropyl-5-methylcyclohexyl)oxy)-[1,1'-biphenyl]-4-ol C(C)(C)[C@H]1[C@@H](C[C@@H](CC1)C)OC1=CC=C(C=C1)C1=CC=C(C=C1)O